3-Oxocyclobut-1-en-1-yl phenyl carbonate C(OC1=CC(C1)=O)(OC1=CC=CC=C1)=O